C1(CC1)C1=CC(=NC(=N1)C)NC1=CC(=C(C=N1)C(=O)NC([2H])([2H])[2H])NC1=NC=CC=C1S(=O)(=O)C 6-[(6-cyclopropyl-2-methylpyrimidin-4-yl)amino]-4-[(3-methanesulfonylpyridin-2-yl)amino]-N-(2H3)methylpyridine-3-carboxamide